FC(C1=NN(C(=C1)C(F)F)CC(=O)N1CCC(CC1)C=1SC=C(N1)C1=NOC(C1)C1=C(C=CC=C1)OCC#C)F 2-[3,5-bis(difluoromethyl)1H-pyrazol-1-yl]-1-[4-(4-[5-[2-(prop-2-yn-1-yloxy)phenyl]-4,5-dihydro-1,2-oxazol-3-yl]-1,3-thiazol-2-yl)piperidin-1-yl]ethanone